allyl (11aS)-11-((tert-butyldimethylsilyl) oxy)-8-((5-iodopentyl) oxy)-7-methoxy-2-methylene-5-oxo-2,3,11,11a-tetrahydro-1H-benzo[e]pyrrolo[1,2-a][1,4]diazepine-10(5H)-carboxylate [Si](C)(C)(C(C)(C)C)OC1[C@H]2N(C(C3=C(N1C(=O)OCC=C)C=C(C(=C3)OC)OCCCCCI)=O)CC(C2)=C